COC=1C=2C(C3=C(N=C(S3)N3CCCCC3)OC2C=CC1)=O 8-methoxy-2-(piperidin-1-yl)-9H-chromeno[2,3-d]thiazol-9-one